COC(=O)C=1SC(=C(C1OC)Br)C 4-bromo-3-methoxy-5-methylthiophene-2-carboxylic acid methyl ester